methyl (R)-2-((1-((tert-butoxycarbonyl)amino)butan-2-yl)oxy)-1-naphthoate C(C)(C)(C)OC(=O)NC[C@@H](CC)OC1=C(C2=CC=CC=C2C=C1)C(=O)OC